COC1=CC=C(C(=N1)C)S(=O)(=O)N1CCC2(CCC(C2)N(C)CCOC)CC1 8-((6-methoxy-2-methylpyridin-3-yl)sulfonyl)-N-(2-methoxyethyl)-N-methyl-8-azaspiro[4.5]decan-2-amine